(1s,4s)-4-(8-((Dimethylamino)methyl)-5-methyl-2-oxo-1,2-dihydroquinazolin-3(4H)-yl)-N-(3-methoxy-4-methylphenyl)cyclohexanecarboxamide CN(C)CC=1C=CC(=C2CN(C(NC12)=O)C1CCC(CC1)C(=O)NC1=CC(=C(C=C1)C)OC)C